1-(3-{3-[(R)-cyclobutyl(4-methyl-4H-1,2,4-triazol-3-yl)methyl]phenyl}-1H-pyrazolo[3,4-c]pyridin-7-yl)ethan-1-one C1(CCC1)[C@H](C=1C=C(C=CC1)C1=NNC2=C(N=CC=C21)C(C)=O)C2=NN=CN2C